C1(CCCC1)C1CC(C=2N1N=CC2)NCC[C@]2(CCOC1(CCCC1)C2)C2=NC=CC=C2 6-cyclopentyl-N-(2-((R)-9-(pyridin-2-yl)-6-oxaspiro[4.5]decan-9-yl)ethyl)-5,6-dihydro-4H-pyrrolo[1,2-b]pyrazol-4-amine